FC=1C(=C(C=CC1)C(=O)N1[C@@H]2[C@@H](C[C@H](C1)C2)NC2=NC=C(C=N2)C(F)(F)F)C2=NC=CC=N2 (3-fluoro-2-(pyrimidin-2-yl)phenyl)((1S,4S,6R)-6-((5-(trifluoromethyl)pyrimidin-2-yl)amino)-2-azabicyclo[2.2.1]heptan-2-yl)methanone